C(CCCCCCCCCCCCCCCCC)OS(=O)(=O)CCC[NH+](C)C n-octadecyl-N,N-dimethyl-3-ammonio-1-propane-sulfonate